COCCN1N=CC(=C1)C(=O)N[C@@H]1CCC2=CC(=CC=C12)C1=NOC(=N1)COC (R)-1-(2-methoxyethyl)-N-(5-(5-(methoxymethyl)-1,2,4-oxadiazol-3-yl)-2,3-dihydro-1H-inden-1-yl)-1H-pyrazole-4-carboxamide